N4-{2-fluoro-4-[3-(5-methyl-1,3,4-oxadiazol-2-yl)phenoxy]phenyl}-7-methoxyquinazolin-4,6-diamine FC1=C(C=CC(=C1)OC1=CC(=CC=C1)C=1OC(=NN1)C)NC1=NC=NC2=CC(=C(C=C12)N)OC